NC1=CC=C(N=N1)C1CCN(CC1)C(=O)C1=CC(=C(C=N1)C=1C=NC(=CC1)C1CC1)OC [4-(6-Amino-pyridazin-3-yl)-piperidin-1-yl]-(6'-cyclopropyl-4-methoxy-[3,3']bipyridinyl-6-yl)-methanone